p-mentha-1,8-diene-7-aldehyde C1(=CCC(CC1)C(=C)C)C=O